NC(COCCOC(COCC(C)N)C)C 1-(2-(2-(2-aminopropoxy)ethoxy)propoxy)propan-2-amine